C1(CC1)OC1=CC(=NC=C1C=1C=NN(C1)C1COCC1)NC1=NC(=NC(=C1)N)C(F)F N4-(4-cyclopropoxy-5-(1-(tetrahydrofuran-3-yl)-1H-pyrazol-4-yl)pyridin-2-yl)-2-(difluoromethyl)pyrimidine-4,6-diamine